BrCC=1C=C(N(C1)S(=O)(=O)C=1C=NC=CC1)C1=C(C=CC=C1)F 3-((4-(bromomethyl)-2-(2-fluorophenyl)-1H-pyrrol-1-yl)sulfonyl)pyridine